hexafluorooxypropylene FOC(C(=C(OF)OF)OF)(OF)OF